3-[3-bromo-5-[(3-chloro-5-fluoro-phenyl)-hydroxy-methyl]-1,2,4-triazol-1-yl]Propan-1-ol BrC1=NN(C(=N1)C(O)C1=CC(=CC(=C1)F)Cl)CCCO